Quinoxaline N1=CC=NC2=CC=CC=C12